6-isopropyl-2,3-dimethoxy-10-oxo-5,10-dihydro-6H-pyrido[1,2-h][1,7]naphthyridine-9-carboxylic acid C(C)(C)C1CC=2C=C(C(=NC2C=2N1C=C(C(C2)=O)C(=O)O)OC)OC